O1CCN(CC1)CC1=CC=C(C=C1)NC1=C(C2=C(O1)C1=CC(=C(C=C1C(C2=O)=O)C)C)C 2-((4-(Morpholinomethyl)phenyl)amino)-3,7,8-trimethyl-naphtho[1,2-b]furan-4,5-dione